C1(CCCCC1)[C@@H](C(NC=1C=CC2=C(C=C(O2)CN2C(N[C@@H](C2)C(F)(F)F)=O)C1)=O)NC(=O)C1=CC=NN1C N-((S)-1-cyclohexyl-2-oxo-2-((2-(((S)-2-oxo-4-(trifluoromethyl)imidazolidin-1-yl)methyl)benzofuran-5-yl)amino)ethyl)-1-methyl-1H-pyrazole-5-carboxamide